N-((1R,3S)-3-((7-chloro-4-oxo-3-(2,2,2-trifluoroethyl)-3,4-dihydrophthalazin-1-yl)amino)cyclohexyl)-1-methyl-1H-pyrazole-4-carboxamide ClC1=CC=C2C(N(N=C(C2=C1)N[C@@H]1C[C@@H](CCC1)NC(=O)C=1C=NN(C1)C)CC(F)(F)F)=O